dioxolo[4,5-h]chromen-6-one O1COC=2C=CC=3C(C=COC3C21)=O